tert-Butyl 4-[2-(1-methylethoxy)ethyl]-1,4-diazepane-1-carboxylate CC(C)OCCN1CCN(CCC1)C(=O)OC(C)(C)C